N(=[N+]=[N-])C=1C=C(C(C(=O)NCCSSCCNC(C=2C(O)=CC(=CC2)N=[N+]=[N-])=O)=CC1)O Bis[2-(4-azidosalicylamido)ethyl]disulphide